7-(diethylamino)coumarin-3-carbaldehyde methyl-hydrazinoformate COC(=O)NN.C(C)N(C1=CC=C2C=C(C(OC2=C1)=O)C=O)CC